C(=C)C1=NC=CC=C1C(C)N1N=NC=2CN(CCC21)C(=O)OC(C)(C)C Tert-Butyl 1-[1-(2-ethenylpyridin-3-yl)ethyl]-1H,4H,5H,6H,7H-[1,2,3]triazolo[4,5-c]pyridine-5-carboxylate